OC(C)(C)C1N(CCNC1)C(=O)OC(C)(C)C tert-butyl 2-(1-hydroxy-1-methyl-ethyl)piperazine-1-carboxylate